chloro-7-(1-ethoxyvinyl)-1H-pyrrolo[2,3-c]pyridine ClN1C=CC=2C1=C(N=CC2)C(=C)OCC